C[C@H]1CN(C[C@H](N1)C)C1=NC=C(C=2C1=NC=CN2)C(=O)NC2=CC1=CN(N=C1C(=C2)OC)C 5-[(3S,5R)-3,5-dimethylpiperazin-1-yl]-N-(7-methoxy-2-methyl-indazol-5-yl)pyrido[3,4-b]pyrazine-8-carboxamide